N-[(3-fluoro-1-bicyclo[1.1.1]pentyl)methyl]carbamate FC12CC(C1)(C2)CNC([O-])=O